C1(=CC=CC=C1)[C@@H](C)NC1CCCC=2C3=CC(=CC=C3NC12)C1=CC=C2CNC(C2=C1)=O 6-(1-(((R)-1-phenylethyl)amino)-2,3,4,9-tetrahydro-1H-carbazol-6-yl)isoindolin-1-one